2-methyl-5-(3-(difluoromethoxy)phenyl)-N-(3-(2-oxopropyl)-1,2,4-thiadiazol-5-yl)furan-3-carboxamide CC=1OC(=CC1C(=O)NC1=NC(=NS1)CC(C)=O)C1=CC(=CC=C1)OC(F)F